Cl.ClC1=CC2=C(C=N1)C(=NN2)N2CC(CC2)N 1-(6-chloro-1H-pyrazolo[4,3-c]pyridin-3-yl)pyrrolidin-3-amine hydrochloride